(Z)-2-(2-(3-((1-(2,6-dimethoxy-4-(1,4,5-trimethyl-6-oxo-1,6-dihydropyridin-3-yl)benzoyl)piperidin-4-yl)oxy)phenyl)pyrrolidine-1-carbonyl)-4,4-dimethylpent-2-enenitrile COC1=C(C(=O)N2CCC(CC2)OC=2C=C(C=CC2)C2N(CCC2)C(=O)\C(\C#N)=C/C(C)(C)C)C(=CC(=C1)C1=CN(C(C(=C1C)C)=O)C)OC